5-(4,5-difluoro-1H-indole-2-carbonyl)-N-{1-[(difluoromethoxy)methyl]cyclopropyl}-4H,5H,6H,7H-pyrazolo[1,5-a]pyrazine-3-carboxamide FC1=C2C=C(NC2=CC=C1F)C(=O)N1CC=2N(CC1)N=CC2C(=O)NC2(CC2)COC(F)F